BrC=1C=NC=C(C1F)Br 3,5-dibromo-4-fluoropyridine